bromo-6,6-dimethyl-6,12-dihydroindolo[2,1-b]quinazolin-12-one BrC1=C2C(N3C(=NC2=CC=C1)C(C1=CC=CC=C13)(C)C)=O